COC=1C=CC2=C(C=CNS2)C1 6-methoxy-2H-benzo[e][1,2]thiazine